FC(C(=O)O)(F)F.CC1=CC=CC=2N1C(C(=C(N2)C(C)NC2=C1N=CNC1=NC=N2)C2=CC=CC=C2)=O 6-Methyl-3-phenyl-2-[1-(9H-purin-6-ylamino)ethyl]-4H-pyrido[1,2-a]pyrimidin-4-one Trifluoroacetic Acid Salt